1-[(3S)-3-aminopyrrolidin-1-yl]ethanone N[C@@H]1CN(CC1)C(C)=O